(R)-4-[2-(3-bromophenoxy)ethyl]-1,3-dimethylpiperazin-2-one BrC=1C=C(OCCN2[C@@H](C(N(CC2)C)=O)C)C=CC1